N-((3S,4S)-3-((6-(2,6-difluoro-3,5-dimethoxyphenyl)-8-((3,3-dimethyl-butan-2-yl)amino)pyrido[3,4-d]pyrimidin-2-yl)amino)tetrahydro-2H-pyran-4-yl)acrylamide FC1=C(C(=C(C=C1OC)OC)F)C1=CC2=C(N=C(N=C2)N[C@@H]2COCC[C@@H]2NC(C=C)=O)C(=N1)NC(C)C(C)(C)C